(E)-N-(1-(2-(dimethylamino)ethyl)-5-((4-(1-(ethylsulfonyl)-1H-indol-3-yl)pyrimidine-2-yl)amino)-1H-indazol-7-yl)-2-butenamide CN(CCN1N=CC2=CC(=CC(=C12)NC(\C=C\C)=O)NC1=NC=CC(=N1)C1=CN(C2=CC=CC=C12)S(=O)(=O)CC)C